(s)-Nicotine N1=CC=CC(=C1)[C@H]1N(C)CCC1